[Si](C1=CC=CC=C1)(C1=CC=CC=C1)(C(C)(C)C)OC1CC(C2CC12)N 4-((tert-butyldiphenylsilyl)oxy)bicyclo[3.1.0]hexan-2-amine